N-{2-[4-(2-methoxyphenyl)-1-piperazinyl]Ethyl}-N-(2-pyridyl)cyclohexanecarboxamide COC1=C(C=CC=C1)N1CCN(CC1)CCN(C(=O)C1CCCCC1)C1=NC=CC=C1